(2S,3S)-1-(3-chloro-6-(4,6-dimethylpyrimidin-5-yl)-1H-indole-2-carbonyl)-N-(3-cyano-4-fluorophenyl)-2-methylpyrrolidine-3-carboxamide ClC1=C(NC2=CC(=CC=C12)C=1C(=NC=NC1C)C)C(=O)N1[C@H]([C@H](CC1)C(=O)NC1=CC(=C(C=C1)F)C#N)C